N-(4-bromo-2,5-difluorophenyl)-5-(2-fluorophenyl)-1H-pyrrole-3-sulfonamide BrC1=CC(=C(C=C1F)NS(=O)(=O)C1=CNC(=C1)C1=C(C=CC=C1)F)F